bis(5-dimethylaminocarbonyloxy-2,4-dimethylphenyl) trisulfide CN(C(=O)OC=1C(=CC(=C(C1)SSSC1=C(C=C(C(=C1)OC(=O)N(C)C)C)C)C)C)C